ε-hydroxylysine OC(CCC[C@H](N)C(=O)O)N